(S,Z)-methyl 3-(2-(3-(2,3-bis(tert-butoxycarbonyl)guanidino)-benzamido)acetamido)-2-(3,5-dimethylisoxazole-4-carboxamido)propanoate C(C)(C)(C)OC(=O)\N=C(\NC=1C=C(C(=O)NCC(=O)NC[C@@H](C(=O)OC)NC(=O)C=2C(=NOC2C)C)C=CC1)/NC(=O)OC(C)(C)C